BrC1=CC=C(C=2C1=NON2)NC(=O)NC2=CC(=NO2)C(C)(C)C 1-(7-bromobenzo[c][1,2,5]oxadiazol-4-yl)-3-(3-(tert-butyl)isoxazol-5-yl)urea